5-(1-ethylpiperidin-4-yl)-2-(5-(8-methoxy-[1,2,4]triazolo[1,5-a]pyridin-6-yl)-4-(2,2,2-trifluoroethyl)-1H-pyrazol-3-yl)-4-methylthiazole C(C)N1CCC(CC1)C1=C(N=C(S1)C1=NNC(=C1CC(F)(F)F)C=1C=C(C=2N(C1)N=CN2)OC)C